1-tert-butyl 2-ethyl (2S)-4-oxopiperidine-1,2-dicarboxylate O=C1C[C@H](N(CC1)C(=O)OC(C)(C)C)C(=O)OCC